hydrogen (n-butyl acrylate) C(CCC)C(C(=O)O)=C